5-bromo-2-methylbenzene-1-thiol BrC=1C=CC(=C(C1)S)C